NC1=NC2=CC=C(C=C2C=N1)C=1C(=C(C=CC1F)NS(=O)(=O)C1=CC(=CC(=C1)F)F)F N-(3-(2-aminoquinazolin-6-yl)-2,4-difluorophenyl)-3,5-difluorobenzenesulfonamide